CN([C@H](C(=O)N[C@H](C(=O)N(C)[C@H]([C@@H](CC(=O)O)OC)[C@H](CC)C)C(C)(C)C)C(C)C)C (3R,4S,5S)-4-((S)-2-((S)-2-(Dimethylamino)-3-methylbutanamido)-N,3,3-trimethylbutanamido)-3-methoxy-5-methylheptanoic acid